Methyl 1H-pyrazolo[4,3-b]pyridine-6-carboxylate N1N=CC2=NC=C(C=C21)C(=O)OC